1-([1,1':4',1''-terphenyl]-4-yl)-2-(4-chlorophenyl)naphthalene C1(=CC=C(C=C1)C1=C(C=CC2=CC=CC=C12)C1=CC=C(C=C1)Cl)C1=CC=C(C=C1)C1=CC=CC=C1